FC1=C(COC2=CC=CC(=N2)C2CCN(CC2)CC2=NC3=C(N2C)C=C(C=C3)C(=O)O)C=CC=C1 2-[(4-{6-[(2-fluorobenzyl)oxy]pyridin-2-yl}piperidin-1-yl)methyl]-1-methyl-1H-benzimidazole-6-carboxylic acid